methyl 2-[(4aS,5aR)-5,5-difluoro-5a-methyl-1-(oxan-2-yl)-1H,4H,4aH,5H,5aH,6H-cyclopropa[f]indazol-3-yl]-5-fluoro-1H-indole-6-carboxylate FC1([C@H]2CC=3C(=NN(C3C[C@]21C)C2OCCCC2)C=2NC1=CC(=C(C=C1C2)F)C(=O)OC)F